((2-(2-(methoxymethyl)phenyl)-3-methyl-1H-indol-5-yl)methyl)-3-methylpyridazine-4-carboxamide COCC1=C(C=CC=C1)C=1NC2=CC=C(C=C2C1C)CC=1C(=C(N=NC1)C)C(=O)N